1-fluoro-4-iodo-2-(2-methoxyvinyl)benzene FC1=C(C=C(C=C1)I)C=COC